P(=O)(O)(O)OC[C@@H]1[C@H]([C@H]([11C@@H](O1)N1C=NC=2C(N)=NC=NC12)O)O [11C]-adenosine monophosphate